methyl 3-oxocyclopentane-1-carboxylate O=C1CC(CC1)C(=O)OC